3-(cyclobutylmethyl)-3-methylurea C1(CCC1)CN(C(N)=O)C